The molecule is a methyl ketone that is butan-2-one substituted by an ethoxy group at position 3. It has a role as a metabolite. It is a methyl ketone and an ether. CCOC(C)C(=O)C